(E)-4-chlorobut-2-enoyl chloride ClC/C=C/C(=O)Cl